CC(C(=O)O)C(=O)SCCNC(=O)CCNC(=O)[C@@H](C(C)(C)COP(=O)(O)OP(=O)(O)OC[C@@H]1[C@H]([C@H]([C@@H](O1)N2C=NC3=C(N=CN=C32)N)O)OP(=O)(O)O)O The molecule is a member of the class of malonyl-CoAs that is malonyl-CoA carrying a methyl group on the malony side chain. It has a role as a human metabolite. It derives from a methylmalonic acid. It is a conjugate acid of a methylmalonyl-CoA(5-).